2,4-bis(2,4-xylyl)-2-(1,3,5-triazinyl)5-octyloxyphenol C1(=C(C=C(C=C1)C)C)C1(C(C=C(C(=C1)C1=C(C=C(C=C1)C)C)OCCCCCCCC)O)C1=NC=NC=N1